tert-butyl 2-(methoxymethyl)-5-(trifluoromethyl)-2,3-dihydro-1H-pyrrolo[2,3-c]pyridine-1-carboxylate COCC1CC=2C(=CN=C(C2)C(F)(F)F)N1C(=O)OC(C)(C)C